2-(4-(5-((7-Cyclobutoxy-4-oxo-3,4-dihydrophthalazin-1-yl)methyl)-2-fluorobenzoyl)piperazin-1-yl)isonicotinonitrile C1(CCC1)OC1=CC=C2C(NN=C(C2=C1)CC=1C=CC(=C(C(=O)N2CCN(CC2)C=2C=C(C#N)C=CN2)C1)F)=O